((1R)-1-(5-benzyl-3-((6-chloropicolinamido)methyl)-4,5-dihydroisoxazole-5-carboxamido)propyl)boron C(C1=CC=CC=C1)C1(CC(=NO1)CNC(C1=NC(=CC=C1)Cl)=O)C(=O)N[C@@H](CC)[B]